bromotetrazolate BrN1N=NN=C1C(=O)[O-]